N1(CCC1)C1=CC2=C(NC(=N2)C=2C(=C(C(=C(C2)OC)O)O)C2CC2)C=C1 4-(5-(azetidin-1-yl)-1H-benzo[d]imidazol-2-yl)-3-cyclopropyl-6-methoxybenzene-1,2-diol